C(C)(=O)O\C(=C/C1=CC=2C(CCC(C2C=C1)(C)C)(C)C)\C1=CC=C(C(=O)OC)C=C1 methyl (Z)-4-(1-acetoxy-2-(5,6,7,8-tetrahydro-5,5,8,8-tetramethyl-2-naphthalenyl) ethenyl)benzoate